(R)-1-Fluoro-N-(4-(((2-(2-(hydroxymethyl)pyrrolidin-1-yl)-8-isopropylpyrazolo[1,5-a][1,3,5]triazin-4-yl)amino)methyl)phenyl)cyclopropane-1-carboxamide FC1(CC1)C(=O)NC1=CC=C(C=C1)CNC1=NC(=NC=2N1N=CC2C(C)C)N2[C@H](CCC2)CO